OCC=1C(=NC=CC1C1=CN(C(C(=C1)NC1=NN2C(CN(CC2)C)=C1)=O)C)N1N=CC=2C(=CN3CCCCC23)C1=O 3-[3-(hydroxymethyl)-4-[1-methyl-5-[(5-methyl-6,7-dihydro-4H-pyrazolo[1,5-a]pyrazin-2-yl)amino]-6-oxo-3-pyridyl]-2-pyridyl]-7,8,9,10-tetrahydropyridazino[4,5-a]indolizin-4-one